CC(C(=O)OCN1C(NC=2N=CN(C2C1=O)C1=CC=C(C=C1)Cl)=O)(C)C [7-(4-chlorophenyl)-2,6-dioxo-2,3,6,7-tetrahydro-1H-purin-1-yl]methyl 2,2-dimethylpropanoate